(S)-2'-Chloro-5'-methoxy-6-methyl-N-(5-(tetrahydrofuran-2-carbonyl)-5,6-dihydro-4H-pyrrolo[3,4-d]thiazol-2-yl)-[4,4'-bipyridine]-3-carboxamide ClC1=NC=C(C(=C1)C1=C(C=NC(=C1)C)C(=O)NC=1SC2=C(N1)CN(C2)C(=O)[C@H]2OCCC2)OC